(((R)-3-methylpiperidin-1-yl-2,2,6,6-d4)methyl)-1,6-dihydro-7H-pyrrolo[2,3-c]pyridin-7-one C[C@H]1C(N(C(CC1)([2H])[2H])CN1C=CC2=C1C(NC=C2)=O)([2H])[2H]